7-(furan-3-yl)-8-oxo-3,4-dihydro-1H-pyrido[2,1-c][1,4]Oxazine-9-carboxamide O1C=C(C=C1)C=1C(C(=C2COCCN2C1)C(=O)N)=O